5-[[4-(1-methylethyl)phenyl]thio]1H-indene-1,2(3H)-dione 2-(O-acetyloxime) C(C)(=O)ON=C1C(C2=CC=C(C=C2C1)SC1=CC=C(C=C1)C(C)C)=O